4-fluoro-2-((2R,4S)-4-fluoro-1-(3-(4-(hydroxymethyl)pyridin-2-yl)imidazo[1,2-b]pyridazin-6-yl)pyrrolidin-2-yl)phenol FC1=CC(=C(C=C1)O)[C@@H]1N(C[C@H](C1)F)C=1C=CC=2N(N1)C(=CN2)C2=NC=CC(=C2)CO